COC(CC1=CC(=CC=C1)OC)=O.ClC1=CC2=C(N=C(S2)NC(C2=CC=C(C=C2)OCC=2C(=NOC2C)C)=O)C=C1 N-(6-chlorobenzo[d]thiazol-2-yl)-4-((3,5-dimethylisoxazol-4-yl)methoxy)benzamide methyl-m-methoxyphenylacetate